3-(5-(4-((3-(3,4-difluorophenyl)azetidin-1-yl)methyl)pyridin-2-yl)-1-oxoisoindolin-2-yl)piperidine-2,6-dione FC=1C=C(C=CC1F)C1CN(C1)CC1=CC(=NC=C1)C=1C=C2CN(C(C2=CC1)=O)C1C(NC(CC1)=O)=O